(1R,3S)-3-(5-{[(benzyloxy)carbonyl]amino}-2H-pyrazol-3-yl)cyclopentyl 2,2-dimethylazetidine-1-carboxylate CC1(N(CC1)C(=O)O[C@H]1C[C@H](CC1)C=1NN=C(C1)NC(=O)OCC1=CC=CC=C1)C